2-[2-(4-acetyl-phenyl)-benzimidazol-1-yl]-2,N-dicyclohexyl-acetamide C(C)(=O)C1=CC=C(C=C1)C1=NC2=C(N1C(C(=O)NC1CCCCC1)C1CCCCC1)C=CC=C2